COC(=O)C1C(C[C@]2(CC(C3=CC=CC=C23)(C(F)(F)F)O)CC1)=O (1R)-3'-hydroxy-3-oxo-3'-(trifluoromethyl)-2',3'-dihydrospiro[cyclohexane-1,1'-indene]-4-carboxylic acid methyl ester